FC(CC12CN(CCC1OC(N2)=O)C2=CN=C(C=C2C(=O)OC)C2=CC(=C(C=C2)F)F)F methyl 5-(3a-(2,2-difluoroethyl)-2-oxohexahydrooxazolo[4,5-c]pyridin-5(4H)-yl)-2-(3,4-difluorophenyl)isonicotinate